BrC=1C=C(C(=NC1)C(=O)OCC)Cl ethyl 5-bromo-3-chloropicolinate